4-(4-(Carboxymethyl)phenylaminocarbonyl)-2,5-dihydroxybenzoic acid C(=O)(O)CC1=CC=C(C=C1)NC(=O)C1=CC(=C(C(=O)O)C=C1O)O